8-hydroxy-5-methyl-6-oxo-5,6-dihydro-1,5-naphthyridine-2-carbonitrile OC1=CC(N(C=2C=CC(=NC12)C#N)C)=O